C(=O)C1=NC=CC=C1CCNC(OC(C)(C)C)=O tert-butyl (2-(2-formylpyridin-3-yl)ethyl)carbamate